O1CCN(CC1)C1=NC=CC(=N1)C(=O)N 2-morpholinopyrimidine-4-carboxamide